C1(=CC=C(C=C1)NC1=CC=CC2=CC=CC=C12)C1=CC=CC=C1 N-[(1,1'-biphenyl)-4-yl]Naphthalene-1-amine